2-[1-[4-[6-(cyclobutoxy)-2-pyridinyl]-2,6-difluoro-phenyl]-4-piperidinyl]acetic acid C1(CCC1)OC1=CC=CC(=N1)C1=CC(=C(C(=C1)F)N1CCC(CC1)CC(=O)O)F